FC1=C(C=CC=C1F)CC(=O)N[C@@H](CC1=CC=C(C=C1)NS(=O)(=O)O)C=1SC=C(N1)CC (S)-4-(2-(2-(2,3-difluorophenyl)acetylamino)-2-(4-ethylthiazol-2-yl)ethyl)phenylaminosulfonic acid